C(C)(C)(C)OC(=O)N(C1=NC=CC(=C1)C=1OC=C(N1)C(=O)NC=1C(=NN(C1)C)C=1C=C(C=NC1)C(=O)OC)CC(F)(F)F methyl 5-[4-[[2-[2-[tert-butoxycarbonyl(2,2,2-trifluoroethyl)amino]-4-pyridyl]oxazole-4-carbonyl]amino]-1-methyl-pyrazol-3-yl]pyridine-3-carboxylate